C/N=C/C1(CC1)C1=CC(=C(C(=C1)OC)OC)OC (E)-N-methyl-1-[1-(3,4,5-trimethoxyphenyl)cyclopropyl]methanimine